(3S,4S)-4-((dimethylamino)methyl)pyrrolidin-3-ol CN(C)C[C@H]1[C@@H](CNC1)O